2,4-dimethyl-oxazole-5-carbaldehyde CC=1OC(=C(N1)C)C=O